OC1=C(CNCCNCC2=C(C=CC(=C2)CCC(=O)O)O)C=C(C=C1)CCC(=O)O N,N'-Bis[2-hydroxy-5-(carboxyethyl)benzyl]ethylenediamine